C1[C@H](C([C@@H](CC1(C(=O)O)O)O)O)O D(-)-Quinic acid